COC1(CN(CC1)C(=O)OCCCC)C1=CC=CC=C1 butyl 3-methoxy-3-phenylpyrrolidine-1-carboxylate